(2S,4S)-4-Fluoro-1-[2-[4-(2,6-naphthyridin-4-ylamino)-1-piperidyl]acetyl]pyrrolidin-2-carbonitril F[C@H]1C[C@H](N(C1)C(CN1CCC(CC1)NC1=CN=CC2=CC=NC=C12)=O)C#N